(R)-4-((2,3-bis(tetradecanoyloxy)propyl)amino)-4-oxobutanoic acid C(CCCCCCCCCCCCC)(=O)O[C@H](CNC(CCC(=O)O)=O)COC(CCCCCCCCCCCCC)=O